(((6-bromoimidazo[1,5-a]pyridin-8-yl) oxy) methyl) piperidine-1-carboxylate N1(CCCCC1)C(=O)OCOC=1C=2N(C=C(C1)Br)C=NC2